(R)-4-(2-((3,3-diphenylallyl)(1-(4-methoxyphenyl)ethyl)amino)ethyl)-N-phenylpiperazine-1-carboxamide C1(=CC=CC=C1)C(=CCN(CCN1CCN(CC1)C(=O)NC1=CC=CC=C1)[C@H](C)C1=CC=C(C=C1)OC)C1=CC=CC=C1